(S)-3-(2-(sec-butylamino)-2-oxoacetyl)-N-(6-fluoro-5-methylpyridin-3-yl)-2-methyl-5,6,7,8-tetrahydroindolizine-1-carboxamide [C@H](C)(CC)NC(C(=O)C1=C(C(=C2CCCCN12)C(=O)NC=1C=NC(=C(C1)C)F)C)=O